3-[2,3-Dicarboxy-6-[4-[4-(3-oxo-3-phenylprop-1-enyl)phenyl]phenoxy]phenyl]-4-[4-[4-(3-oxo-3-phenylprop-1-enyl)phenyl]phenoxy]phthalic acid C(=O)(O)C1=C(C(=CC=C1C(=O)O)OC1=CC=C(C=C1)C1=CC=C(C=C1)C=CC(C1=CC=CC=C1)=O)C1=C(C(C(=O)O)=CC=C1OC1=CC=C(C=C1)C1=CC=C(C=C1)C=CC(C1=CC=CC=C1)=O)C(=O)O